4-ethyl-2-(5-fluoro-2-(piperazin-1-yl)pyrimidin-4-yl)-5-methyl-2,4-dihydro-3H-1,2,4-triazol-3-one C(C)N1C(N(N=C1C)C1=NC(=NC=C1F)N1CCNCC1)=O